C(#N)C1=CC(=NC2=C(C=C(C=C12)C)C(C)NC1=C(C(=O)O)C=CC=C1)N1CC(CC1)C=1C=NN(C1)C 2-((1-(4-cyano-6-methyl-2-(3-(1-methyl-1H-pyrazol-4-yl)pyrrolidin-1-yl)quinolin-8-yl)ethyl)amino)benzoic acid